7-bromo-3-butyl-2-fluoro-8-methoxy-2-methyl-5-phenyl-2,3,4,5-tetrahydrobenzo[b][1,4]thiazepine 1,1-dioxide BrC1=CC2=C(S(C(C(CN2C2=CC=CC=C2)CCCC)(C)F)(=O)=O)C=C1OC